C(#C)C1(CCCC1)O 1-ethynylcyclopentan-1-ol